(2R,5S)-5-(4-chlorobenzyl)-4-(4-(4,5-dimethylthiazol-2-yl)cyclohex-3-en-1-yl)-N-ethylmorpholine-2-carboxamide 2,2,2-trifluoroacetate FC(C(=O)O)(F)F.ClC1=CC=C(C[C@H]2CO[C@H](CN2C2CC=C(CC2)C=2SC(=C(N2)C)C)C(=O)NCC)C=C1